tert-butyl 4-(5-acetylthiophen-2-yl)-5,6-dihydropyridine-1(2H)-carboxylate C(C)(=O)C1=CC=C(S1)C1=CCN(CC1)C(=O)OC(C)(C)C